[N+](=O)([O-])C1=CC=C(C2=CC=CC=C12)OC1=CC(=NC=C1)N 4-[(4-nitro-1-naphthyl)oxy]pyridin-2-amine